4-((4-chloro-2-(N-methyl-methanesulfonamido)phenyl)amino)-N-ethoxy-6-(pyridazin-3-ylamino)nicotinamide ClC1=CC(=C(C=C1)NC1=CC(=NC=C1C(=O)NOCC)NC=1N=NC=CC1)N(S(=O)(=O)C)C